Pteridine N1=CN=CC2=NC=CN=C12